ClC1=CC2=C(N(C(N=C2N2[C@H](CN(CC2)C(C=C)=O)C)=O)C2=C(C=CC=C2)C(C)C)N=C1C1=C(C=CC=C1O)F 6-chloro-7-(2-fluoro-6-hydroxyphenyl)-4-((2S)-2-methyl-4-(2-propenoyl)-1-piperazin-yl)-1-(2-(2-propanyl)-phenyl)pyrido[2,3-d]pyrimidin-2(1H)-one